C(C)(=O)[O-].C(C)C(CN1C=[N+](C=C1)CCCCCCCCCCCCCCCCCC)CCCC 1-(2-ethylhexyl)-3-octadecylimidazolium acetate